2-Amino-4-hydroxy-pyrrolo-[2,3-d]-pyrimidine NC1=NC(=C2C(N1)=NC=C2)O